3-(cyclohex-1-en-1-yl)-7-methoxy-6-(4-methoxyphenyl)-2-phenyl-N-(pyridin-4-yl)pyrazolo[1,5-a]pyrimidin-5-amine C1(=CCCCC1)C=1C(=NN2C1N=C(C(=C2OC)C2=CC=C(C=C2)OC)NC2=CC=NC=C2)C2=CC=CC=C2